C(COCC(=O)[O-])(=S)OC(C)(C)C mono-tert-butyl thiodiglycolate